F[B-](F)(F)F.CC1=C(C(=CC(=C1)N(C)C)C)[N+]=1C2(CC(C(C1)(CC2)C)C)C 2-(2,6-dimethyl-4-dimethylaminophenyl)-1,4,5-trimethyl-2-azabicyclo[2.2.2]oct-2-en-2-ium tetrafluoroborate